FC=1C=C(C=CC1NC1=NC=C2C=CC(=NC2=C1)[C@@](C)(C1CCN(CC1)C)O)N1N=CC(=C1)C(=O)OC methyl 1-[3-fluoro-4-([2-[(1R)-1-hydroxy-1-(1-methylpiperidin-4-yl)ethyl]-1,6-naphthyridin-7-yl]amino)phenyl]pyrazole-4-carboxylate